C(#N)CC1N(CC=2C1=NC=C(C2)C=O)C(=O)OC(C)(C)C tert-butyl 7-(cyanomethyl)-3-formyl-5,7-dihydro-6H-pyrrolo[3,4-b]pyridine-6-carboxylate